(S or R)-8-(6-((1-(4-(difluoromethyl)phenyl)-4-methyl-1H-1,2,3-triazol-5-yl)methoxy)pyridazin-3-yl)hexahydropyrazino[2,1-c][1,4]thiazin-6(1H)-one 2,2-dioxide FC(C1=CC=C(C=C1)N1N=NC(=C1COC1=CC=C(N=N1)N1C[C@H]2CS(CCN2C(C1)=O)(=O)=O)C)F |o1:23|